1-((2R,4aS,4bR,6aS,7S,7aS,8aR,8bR,8cR,10aR)-2-hydroxy-2,6a-dimethyloctadecahydrocyclopenta[4,5]cyclopenta[1,2-a]phenanthren-7-yl)-2-(4-(methylthio)-1H-pyrazol-1-yl)ethan-1-one O[C@@]1(CC[C@@H]2[C@H]3CC[C@]4(C(C3CCC2C1)[C@H]1[C@@H]([C@@H]4C(CN4N=CC(=C4)SC)=O)CCC1)C)C